C(C)(C)(C)OC(=O)N1C[C@H]([C@H](CC1)[C@H](C)N1CC\C(\C2=C(C=C(C=C12)C(=O)NN)F)=N/OC)C (3S,4S)-4-{(1S)-1-[(4E)-5-fluoro-7-(hydrazinocarbonyl)-4-(methoxyimino)-3,4-dihydroquinolin-1(2H)-yl]ethyl}-3-methylpiperidine-1-carboxylic acid tert-butyl ester